FC1=C(C=C(C(=C1)[Si](C)(C)C)F)NC(C(C1=CC=C(C=C1)OC)N(C(=O)C1=CC(=NO1)O)C)=O N-(2-((2,5-difluoro-4-(trimethylsilyl)phenyl)amino)-1-(4-methoxyphenyl)-2-oxoethyl)-3-hydroxy-N-methyl-1,2-oxazole-5-carboxamide